2-(4-Ethyl-2-hydroxyphenyl)acetic acid methyl ester COC(CC1=C(C=C(C=C1)CC)O)=O